CC(CCOP(=O)(O)O)(CC(=O)O)O Phosphomevalonate